4-((5-Chloro-7-(2-((6,6-dimethyl-2,4-dioxo-3-azabicyclo[3.1.0]hex-3-yl)Methyl)thieno[3,2-b]pyridin-7-yl)-3-fluoro-1H-indol-1-yl)methyl)piperidine-4-carbonitrile ClC=1C=C2C(=CN(C2=C(C1)C1=C2C(=NC=C1)C=C(S2)CN2C(C1C(C1C2=O)(C)C)=O)CC2(CCNCC2)C#N)F